4-(7-(6-(bis(4-methoxybenzyl)amino)pyridin-2-yl)-6-chloro-2-fluoroquinazolin-4-yl)piperazine-1-carboxylic acid tert-butyl ester C(C)(C)(C)OC(=O)N1CCN(CC1)C1=NC(=NC2=CC(=C(C=C12)Cl)C1=NC(=CC=C1)N(CC1=CC=C(C=C1)OC)CC1=CC=C(C=C1)OC)F